4-Nitrobenzyl (4S,5R,6S)-6-((R)-1-((tert-butyldimethylsilyl) oxy) ethyl)-3-(((ethylcarbamoyl) oxy) methyl)-4-methyl-7-oxo-1-azabicyclo[3.2.0]hept-2-ene-2-carboxylate [Si](C)(C)(C(C)(C)C)O[C@H](C)[C@@H]1[C@H]2[C@H](C(=C(N2C1=O)C(=O)OCC1=CC=C(C=C1)[N+](=O)[O-])COC(NCC)=O)C